N-{[4-(morpholin-3-ylmethoxy)-3-nitrophenyl]sulfonyl}-2-(1H-pyrrolo[2,3-b]pyridin-5-yloxy)benzamide N1C(COCC1)COC1=C(C=C(C=C1)S(=O)(=O)NC(C1=C(C=CC=C1)OC=1C=C2C(=NC1)NC=C2)=O)[N+](=O)[O-]